S1C(=CC=C1)C(CS(=O)(=O)C1=CC=C(C)C=C1)=O 1-(thiophen-2-yl)-2-tosylethanone